ClC=1C=C(C#N)C=CC1S(=O)(=O)N1C[C@]([C@H](C1)S(=O)(=O)C1=CC=C(C=C1)C#N)(CO)O 3-chloro-4-(((3R,4S)-4-((4-cyanophenyl)sulfonyl)-3-hydroxy-3-(hydroxymethyl)pyrrolidin-1-yl)sulfonyl)benzonitrile